(S)-2,2-dimethyl-3-(3-oxohexahydroimidazo[1,5-a]pyrazin-2(3H)-yl)bicyclo[1.1.1]pentane-1-carboxylic acid CC1(C2(CC1(C2)N2C(N1[C@@H](CNCC1)C2)=O)C(=O)O)C